N[C@@]1(CN(CC1)C1=C(C=NC(=C1C1=CC(=C(C=C1)F)Cl)C)C(=O)N[C@H](C(F)(F)F)C)C 4-[(3S)-3-amino-3-methylpyrrolidin-1-yl]-5-(3-chloro-4-fluorophenyl)-6-methyl-N-[(2S)-1,1,1-trifluoropropan-2-yl]pyridine-3-carboxamide